tetrahydropyrrol-3-one N1CC(CC1)=O